C(#C)C1=CC=C2C(=N1)C(=CN2)NC(=O)NC2=CC=C(C=C2)C(F)(F)F 1-(5-ethynyl-1H-pyrrolo[3,2-b]pyridin-3-yl)-3-(4-(trifluoromethyl)phenyl)urea